3-(4-bromobutyl)-1-methylimidazolium bromide salt [Br-].BrCCCC[N+]1=CN(C=C1)C